FC1=CC=C(C=C1)N1CCN(CC1)C1=NC=2CCCCC2C(N1)=O 2-[4-(4-fluorophenyl)piperazin-1-yl]-5,6,7,8-tetrahydro-3H-quinazolin-4-one